C(C=C)(=O)NC1=CC(=NC=N1)C#CCN(C(=O)[C@H]1N(CCC1)C1=NC(=CC(=C1C#N)C(F)(F)F)C)C1=CC=C(C=C1)F (S)-N-(3-(6-acrylamidopyrimidin-4-yl)prop-2-yn-1-yl)-(3-cyano-6-methyl-4-(trifluoromethyl)pyridin-2-yl)-N-(4-fluorophenyl)pyrrolidine-2-carboxamide